C(CCCCCCCC(=O)O)(=O)O.C(CCCCCCCC(=O)O)(=O)O.C(CCCCCCCC(=O)O)(=O)O.OCC(O)CO Glycerol triazelate